3,3,5,6,8,8-hexamethyl-4,7-dioxa-3,8-disiladeca-1,9-diene C[Si](C=C)(OC(C(O[Si](C=C)(C)C)C)C)C